BrC1=CC=2C3=C(C=NC2C=C1F)N=CC31CCC1 8'-Bromo-7'-fluorospiro[cyclobutane-1,1'-pyrrolo[2,3-c]quinolin]